7-Octenyltriethoxysilane C(CCCCCC=C)[Si](OCC)(OCC)OCC